C(C1=CC=CC=C1)OC=1C=C2C(=C(N(C2=CC1)CC1=CC=C(CCNCCCF)C=C1)C1=C(C=CC=C1)C)F N-(4-((5-(benzyloxy)-3-fluoro-2-(o-tolyl)-1H-indol-1-yl)methyl)phenethyl)-3-fluoropropane-1-amine